α,α',α''-tris(3,5-diethyl-4-hydroxyphenyl)1,3,5-triisopropylbenzene C(C)C=1C=C(C=C(C1O)CC)C(C)(C)C1=CC(=CC(=C1)C(C)(C)C1=CC(=C(C(=C1)CC)O)CC)C(C)(C)C1=CC(=C(C(=C1)CC)O)CC